OC=1SC=C(N1)C=1N=NN(C1)[C@@H]1C[C@@H](SC2=CC(=C(C(=C2)Cl)F)Cl)O[C@@H]([C@@H]1O)CO 3,5-Dichloro-4-fluorophenyl 2,3-dideoxy-3-[4-(2-hydroxythiazol-4-yl)-1H-1,2,3-triazol-1-yl]-1-thio-α-D-galactopyranoside